1-[(5-methylisoxazol-3-yl)methyl]-6-(4-methyl-2-thienyl)-3H-imidazo[4,5-b]pyridin-2-one CC1=CC(=NO1)CN1C(NC2=NC=C(C=C21)C=2SC=C(C2)C)=O